ClC1=CC=C(C(=N1)C(CC(=O)OCC)=O)[N+](=O)[O-] ethyl 3-(6-chloro-3-nitropyridin-2-yl)-3-oxopropanoate